3-nitro-N-(pivaloyloxy)benzamide [N+](=O)([O-])C=1C=C(C(=O)NOC(C(C)(C)C)=O)C=CC1